5-(4-chloro-2-methyl-2H-indazol-5-yl)-3-methyl-2-(endo-3-(methyl-amino)-8-azabicyclo[3.2.1]octan-8-yl)-3,7-dihydro-4H-pyrrolo[2,3-d]pyrimidin-4-one ClC=1C2=CN(N=C2C=CC1C1=CNC=2N=C(N(C(C21)=O)C)N2C1CC(CC2CC1)NC)C